P(=O)(OCC(CCl)Cl)(OCC(CCl)Cl)OCC(CCl)Cl tri(2,3-dichloropropyl) phosphate